C1(=CC=CC=C1)C1=CN=C(O1)C12COC(C1)(C2)CN [4-(5-phenyloxazol-2-yl)-2-oxabicyclo[2.1.1]hexan-1-yl]methanamine